ClC=1C(=CC(=NC1)CO)C(=O)OC(C)(C)C Tert-butyl (5-chloro-2-(hydroxymethyl) pyridin-4-yl)carboxylate